(2S)-2-(trifluoromethyl)oxirane FC([C@H]1OC1)(F)F